FC=1C=CC(=NC1)C1=NN(C(=C1)CO)CCC(C)C (3-(5-fluoropyridin-2-yl)-5-(hydroxymethyl)-1H-pyrazol-1-yl)-3-methylbutan